NCC1=NC=CC(=C1)C1=CC=CC=2C=C(OC21)C 7-(2-(aminomethyl)pyridin-4-yl)-2-methylbenzofuran